ClC1=C(C2=C(OC(OC2=O)(C)C)C=C1OC)C 6-Chloro-7-methoxy-2,2,5-trimethyl-4H-benzo[d][1,3]dioxin-4-one